1'-(5-bromopyridin-3-yl)spiro[cyclopropane-1,3'-indoline]-2'-one BrC=1C=C(C=NC1)N1C(C2(C3=CC=CC=C13)CC2)=O